C(C1=CC=CC=C1)NC(=O)NC1=CC(=C(C=C1)C1=CN=CS1)S(NC(C)(C)C)(=O)=O 5-[4-(benzylcarbamoylamino)-2-(tert-butylsulfamoyl)phenyl]Thiazole